Methyl N-((benzyloxy)carbonyl)-1-(4-oxobutanoyl-4-d)-L-tryptophanate C(C1=CC=CC=C1)OC(=O)N[C@@H](CC1=CN(C2=CC=CC=C12)C(CCC([2H])=O)=O)C(=O)OC